(Z)-Methyl 2-(6-bromo-1-(hydroxyimino)-2,3-dihydro-1H-inden-2-yl)acetate BrC1=CC=C2CC(/C(/C2=C1)=N/O)CC(=O)OC